2-([1-[(2-chlorophenyl)methyl]-5-(5-methoxythien-3-yl)-1H-pyrazol-3-yl]-methoxy)-2-methylpropanoic acid ClC1=C(C=CC=C1)CN1N=C(C=C1C1=CSC(=C1)OC)COC(C(=O)O)(C)C